octadecyl 3,5-di-tert-butyl-4-hydroxybenzylphosphonate C(C)(C)(C)C=1C=C(CP(OCCCCCCCCCCCCCCCCCC)([O-])=O)C=C(C1O)C(C)(C)C